O1C2C(NCC1)CN(C2)C(=O)N 2,3,4a,5,7,7a-hexahydropyrrolo[3,4-b][1,4]oxazine-6-carboxamide